ethyl (3-hydroxy-4-methyl-5-(2-methyl-1,2,3,4-tetrahydroquinolin-6-yl)picolinoyl)glycinate OC=1C(=NC=C(C1C)C=1C=C2CCC(NC2=CC1)C)C(=O)NCC(=O)OCC